OC=1C=C(C=CC1O)N(C(=O)C1=CC(=C(C(=O)O)C=C1O)O)C 4-(3,4-Dihydroxyphenyl-methylaminocarbonyl)-2,5-dihydroxybenzoic acid